1-hydroxycyclopropan-1-formic acid OC1(CC1)C(=O)O